methyl 1-(4-(tert-Butoxycarbonyl) benzyl)-4-oxo-4,5,6,7-tetrahydro-1H-indole-2-carboxylate C(C)(C)(C)OC(=O)C1=CC=C(CN2C(=CC=3C(CCCC23)=O)C(=O)OC)C=C1